acrylate (2-tetradecyl octadecyl acrylate) C(CCCCCCCCCCCCC)C(CC(C(=O)O)=C)CCCCCCCCCCCCCCCC.C(C=C)(=O)O